N1(CCC2=CC=CC=C12)C(CCC(=O)O)=O 4-(indolin-1-yl)-4-oxobutanoic acid